(2s,3s)-N-(3-aminopropyl)-1-methyl-5-oxo-2-(pyridin-3-yl)pyrrolidine-3-carboxamide NCCCNC(=O)[C@@H]1[C@H](N(C(C1)=O)C)C=1C=NC=CC1